(R)-1-isobutyryl-2-benzyl-pyrrolidine-2-carboxylic acid C(C(C)C)(=O)N1[C@@](CCC1)(C(=O)O)CC1=CC=CC=C1